2-(diphenylphosphino)pyridin C1(=CC=CC=C1)P(C1=NC=CC=C1)C1=CC=CC=C1